CON1C=C([C@H]2[C@H](O)[C@H](O)[C@@H](CO)O2)C(NC1=O)=O 1-methoxy-pseudouridine